CN1C([C@H](N(CC1)CCOC1=CC=C(C=C1)C#C[Si](C)(C)C)C)=O (R)-1,3-dimethyl-4-{2-[4-((trimethylsilyl)ethynyl)phenoxy]ethyl}piperazin-2-one